(E)-Ethyl 3-(3-chloro-4-(4-chlorophenyl)-phenylamino)-2-cyanoacrylate ClC=1C=C(C=CC1C1=CC=C(C=C1)Cl)N/C=C(/C(=O)OCC)\C#N